Oxo-proline amide O=C1[C@H](NCC1)C(=O)N